6-acetyl-8-cyclopentyl-5-methyl-6-(2-methyl-1,3-dioxolan-2-yl)-8H-pyrido[2,3-d]pyrimidine C(C)(=O)C1(C(C2=C(N=CN=C2)N(C1)C1CCCC1)C)C1(OCCO1)C